C1(=CC=CC=C1)C(N)C1=CC=CC=C1 1,1-diphenylmethanamine